1-(3,4-Dichlorophenyl)-N-(3,3-difluorocyclobutyl)-1H-pyrrolo[2,3-b]pyridine-2-carboxamide ClC=1C=C(C=CC1Cl)N1C(=CC=2C1=NC=CC2)C(=O)NC2CC(C2)(F)F